FC(C(CC(C(F)(F)F)=O)=O)(F)F.[Cr+3] chromium (III) hexafluoro-2,4-pentanedione